C(#N)C(C)C1=CC=2N(C=C1)C(=CN2)C2=CC(=C(C(=O)NC1CC1)C(=C2)OC)OC(F)F 4-[7-(1-cyanoethyl)imidazo[1,2-a]pyridin-3-yl]-N-cyclopropyl-2-(difluoromethoxy)-6-methoxy-benzamide